CN(CCCCC(=O)NCCCCCCCCCCCC)C 5-dimethylaminopentanoyl-laurylamine